FC1=CC(=C(C=C1)NC=1N(C2=NC(=NC=C2N1)NC1CCOCC1)C1CCC(CC1)C(=O)N)C (1s,4s)-4-(8-(4-fluoro-2-methylphenylamino)-2-(tetrahydro-2H-pyran-4-ylamino)-9H-purin-9-yl)cyclohexanecarboxamide